C1(=CC=CC=C1)S(=O)(=O)N1C2CN(CC1CC2)C(=O)OC(C)(C)C tert-butyl 8-(phenylsulfonyl)-3,8-diazabicyclo[3.2.1]octane-3-carboxylate